3-{6-[(3-ethyl-1,3-dihydro-2-benzofuran-4-yl)oxy]-3-pyridinyl}-5,5-dimethyl-2,4-imidazolidinedione C(C)C1OCC2=C1C(=CC=C2)OC2=CC=C(C=N2)N2C(NC(C2=O)(C)C)=O